C(#N)C(C(=O)OCC)NO ethyl 2-cyano-2-(hydroxyamino)-acetate